(1-((6-chloro-3-((1-methyl-piperidin-4-yl)ethynyl)-1H-pyrazolo[4,3-c]pyridin-1-yl)methyl)cyclohexyl)methanol ClC1=CC2=C(C=N1)C(=NN2CC2(CCCCC2)CO)C#CC2CCN(CC2)C